((6-BROMO-2-CYANOBENZO[B]THIOPHEN-5-YL)DIFLUOROMETHYL)PHOSPHONATE BrC=1C(=CC2=C(SC(=C2)C#N)C1)C(F)(F)P([O-])([O-])=O